(4-methyl-2-phenylpiperazin-1-yl)-[2-pyrrolidin-1-yl-4-([1,2,4]triazolo[1,5-a]pyridin-2-ylamino)phenyl]methanone CN1CC(N(CC1)C(=O)C1=C(C=C(C=C1)NC1=NN2C(C=CC=C2)=N1)N1CCCC1)C1=CC=CC=C1